COC=1C=C(C=C(C1)OC)C=1C=C2C=CC(=NC2=NC1N)NCCCC#C 6-(3,5-dimethoxyphenyl)-N2-(pent-4-yn-1-yl)-1,8-naphthyridine-2,7-diamine